FC(C(C(F)(F)F)(C(F)(F)F)F)(F)F 1,1,1,2,3,3,3-heptafluoro-2-trifluoromethylpropane